(7Z)-11-bromo-1,1-dipropyloxy-7-undecene BrCCC\C=C/CCCCCC(OCCC)OCCC